ClC1=C(C=C2C=C(N=CC2=C1)NC(=O)[C@@H]1CC12CC2)[C@H]2[C@@H](CN(CC2)[C@@]2(COC[C@@H]2O)C)F (R)-N-(7-chloro-6-((3S,4S)-3-fluoro-1-((3R,4R)-4-hydroxy-3-methyltetrahydrofuran-3-yl)piperidin-4-yl)isoquinolin-3-yl)spiro[2.2]pentane-1-carboxamide